2-amino-3-(2-methoxyphenyl)propionic acid NC(C(=O)O)CC1=C(C=CC=C1)OC